1-(6-morpholinopyridin-3-yl)benzene-1,2-diamine O1CCN(CC1)C1=CC=C(C=N1)C1(C(C=CC=C1)N)N